N(=C=O)CC1(CC(CCC1)(C)C)C 1-isocyanatomethyl-1,3,3-trimethylcyclohexane